COCCN1N=NC(=C1)C=1C=C(OC2=CC=C(C=N2)C(=O)OC)C=CC1 methyl 6-[3-[1-(2-methoxyethyl)triazol-4-yl]phenoxy]pyridine-3-carboxylate